FC1C(C1)C(C)=O 2-Fluorocyclopropyl-ethan-1-one